1-(furan-2-yl)-3,4-dihydroisoquinoline O1C(=CC=C1)C1=NCCC2=CC=CC=C12